Br.NC1=C(N=CC(=N1)N1CCC2(CC=C([C@H]2N)C2CC2)CC1)SC1=C(C(=NC=C1)N)Cl (S)-8-(6-amino-5-((2-amino-3-chloropyridin-4-yl)thio)pyrazin-2-yl)-2-cyclopropyl-8-azaspiro[4.5]dec-2-en-1-amine hydrobromide